2-(2,6-dioxo-3-piperidyl)-5-[2-[2-[2-[4-[3-ethoxy-4-[(E)-N-ethoxy-C-ethyl-carbonimidoyl]-5-oxo-cyclohex-3-en-1-yl]phenoxy]ethoxy]ethoxy]ethoxy]isoindoline-1,3-dione O=C1NC(CCC1N1C(C2=CC=C(C=C2C1=O)OCCOCCOCCOC1=CC=C(C=C1)C1CC(=C(C(C1)=O)/C(=N/OCC)/CC)OCC)=O)=O